FC(C=1C(=C(C=CC1)[C@@H](C)NC=1C2=C(N=C(N1)C)C(=NC(=C2)F)C)F)F N-{(1R)-1-[3-(difluoromethyl)-2-fluorophenyl]ethyl}-6-fluoro-2,8-dimethylpyrido[3,4-d]pyrimidin-4-amine